N-(3-(2-(bicyclo[2.2.1]heptan-1-yl)-5-(2-((2,2-dioxido-2-thiaspiro[3.3]heptan-6-yl)amino)pyrimidin-4-yl)thiazol-4-yl)-2-fluorophenyl)-2,6-difluorobenzenesulfonamide C12(CCC(CC1)C2)C=2SC(=C(N2)C=2C(=C(C=CC2)NS(=O)(=O)C2=C(C=CC=C2F)F)F)C2=NC(=NC=C2)NC2CC1(CS(C1)(=O)=O)C2